FC1=CC=C(OCCC(C=2SC=CC2)N(C)C)C=C1 3-(4-fluorophenoxy)-1-(thiophen-2-yl)-N,N-dimethylpropylamine